2,5-dibromo-p-phenylenediamine BrC1=C(C=C(C(=C1)N)Br)N